(S)-2-((1-(3-bromo-7-methyl-2-(3-methylisoxazol-4-yl)quinolin-5-yl)ethyl)amino)benzoic acid BrC=1C(=NC2=CC(=CC(=C2C1)[C@H](C)NC1=C(C(=O)O)C=CC=C1)C)C=1C(=NOC1)C